3-(1-oxo-4-(4,4,5,5-tetramethyl-1,3,2-dioxaborolan-2-yl)isoindolin-2-yl)piperidine-2,6-dione O=C1N(CC2=C(C=CC=C12)B1OC(C(O1)(C)C)(C)C)C1C(NC(CC1)=O)=O